tert-butyl (5-fluoro-2-methoxy-3-(4,4,5,5-Tetramethyl-1,3,2-dioxaborin-2-yl)phenyl)carbamate FC=1C=C(C(=C(C1)NC(OC(C)(C)C)=O)OC)B1OCC(C(O1)(C)C)(C)C